3-(Ethylamino)phenol C(C)NC=1C=C(C=CC1)O